2-phenyl-4,6-bis(tribromomethyl)-1,3,5-triazine C1(=CC=CC=C1)C1=NC(=NC(=N1)C(Br)(Br)Br)C(Br)(Br)Br